(2S,3S)-3-((6-(5-chlorothiophen-2-yl)-5-fluoro-2-(2-fluoro-5H-pyrrolo[2,3-b]pyrazin-7-yl)pyrimidin-4-yl)amino)bicyclo[2.2.2]octane-2-carboxylic acid ClC1=CC=C(S1)C1=C(C(=NC(=N1)C1=CNC2=NC=C(N=C21)F)N[C@@H]2[C@H](C1CCC2CC1)C(=O)O)F